OC1CCN(CC1)C1=CC=C(NC=2N=CC3=C(N2)N(C(C(=C3)N3CCN(C2=C(C=CC=C32)C)C(=O)OC(C)(C)C)=O)C)C=C1 tert-butyl 4-[2-[4-(4-hydroxy-1-piperidyl) anilino]-8-methyl-7-oxo-pyrido[2,3-d]pyrimidin-6-yl]-8-methyl-2,3-dihydroquinoxaline-1-carboxylate